C(CCCCCCCCC)N(C(CCCCCCCCC)=O)CCCCCCCCN(C)CCCCCCCC(=O)N(CCCCCCCCCC)CCCCCCCCCC N-decyl-N-(8-((8-(didecylamino)-8-oxooctyl)(methyl)amino)octyl)decanamide